4-{4-[(2-methoxynaphthalen-1-yl)methyl]piperazin-1-yl}-1-methyl-2-oxo-1,2-dihydroquinoline-3-carboxylic acid ethyl ester C(C)OC(=O)C=1C(N(C2=CC=CC=C2C1N1CCN(CC1)CC1=C(C=CC2=CC=CC=C12)OC)C)=O